tri(2,6-difluorobenzene) aluminum [Al].FC1=CC(=CC=C1)F.FC1=CC(=CC=C1)F.FC1=CC(=CC=C1)F